1-(3-chloro-2-fluorobenzyl)-4-((3-fluoro-6-((5-methyl-1H-pyrazol-3-yl)amino)-4-(trifluoromethyl)-pyridin-2-yl)methyl)piperidine-4-carboxylic acid ClC=1C(=C(CN2CCC(CC2)(C(=O)O)CC2=NC(=CC(=C2F)C(F)(F)F)NC2=NNC(=C2)C)C=CC1)F